3-chloropyridine-2-carboxylic acid (2-mercapto-5-trifluoromethylpyridin-3-yl)-amide SC1=NC=C(C=C1NC(=O)C1=NC=CC=C1Cl)C(F)(F)F